N1(CCCC1)C(=O)N1CCCCC1 (pyrrolidine-1-carbonyl)piperidine